8-(2-(3-fluoropyridin-2-yl)ethyl)-12-methyl-4-oxa-8,12-diazadispiro[2.1.5.3]tridecane FC=1C(=NC=CC1)CCN1CCC2(OC3(CC3)CN(C2)C)CC1